6-((2-methoxyethoxy)methoxy)-5'-methyl-4-pentyl-2'-(prop-1-en-2-yl)-1',2',3',4'-tetrahydro-[1,1'-biphenyl]-2-ol COCCOCOC=1C=C(C=C(C1C1C(CCC(=C1)C)C(=C)C)O)CCCCC